indenetetracarboxylic acid C1(C(=C(C=2C(=CC=CC12)C(=O)O)C(=O)O)C(=O)O)C(=O)O